BrC=1C=C2C(=NC1)C(=CN2[C@H](C)C2=NC=C(C=C2Cl)Cl)C#N 6-bromo-1-[(1R)-1-(3,5-dichloropyridin-2-yl)ethyl]pyrrolo[3,2-b]pyridine-3-carbonitrile